(R)-1-(2-chlorophenyl)ethyl (4-fluoro-1-(2'-fluoro-4'-(1-((methylsulfonyl)carbamoyl)cyclopropyl)-[1,1'-biphenyl]-4-yl)-1H-pyrazol-5-yl)carbamate FC=1C=NN(C1NC(O[C@H](C)C1=C(C=CC=C1)Cl)=O)C1=CC=C(C=C1)C1=C(C=C(C=C1)C1(CC1)C(NS(=O)(=O)C)=O)F